C(C)(C)(C)OC(=O)NC=1SC=2C(=NC=C(N2)N2C(CC(CC2)C(=O)OC)=O)N1 methyl 1-(2-((tert-butyloxycarbonyl)amino)thiazolo[4,5-b]pyrazin-6-yl)-2-oxopiperidine-4-carboxylate